C1(CC1)C([C@@H](C(=O)NC1=NC(=C(C(=C1)F)C=1C(=NN(C1C)COCC[Si](C)(C)C)C)F)NC(OC(C)(C)C)=O)C1CC1 tert-butyl N-[(1S)-1-(dicyclopropylmethyl)-2-[[5-[3,5-dimethyl-1-(2-trimethylsilylethoxymethyl)pyrazol-4-yl]-4,6-difluoro-2-pyridyl]amino]-2-oxo-ethyl]carbamate